Cl.CS(=O)(=O)OC(CC1=CC(=CC=C1)C(F)(F)F)[C@@H]1NCCC1 1-((R)-pyrrolidin-2-yl)-2-(3-(trifluoromethyl)phenyl)ethyl Methanesulfonate Hydrochloride